ClC1=C(C=C(C(=C1)B1OC(C(O1)(C)C)(C)C)C)C(C)(C)C 2-[2-chloro-5-methyl-4-(4,4,5,5-tetramethyl-1,3,2-dioxaborolan-2-yl)phenyl]-2-methyl-propan